FC1=CC=C(CN2N=CC(=C2)C(=O)N2CC3(CN(C3)C(=O)OC(C)(C)C)[C@@H](C2)CO)C=C1 Tert-butyl (S)-6-(1-(4-fluorobenzyl)-1H-pyrazole-4-carbonyl)-8-(hydroxy methyl)-2,6-diazaspiro[3.4]octane-2-carboxylate